terbenzene C1=CC=C(C=C1)C2=CC(=CC=C2)C3=CC=CC=C3